3-(aminomethyl)-5-chloropyridin-2-amine NCC=1C(=NC=C(C1)Cl)N